[W].[W].[C] carbon ditungsten